O=C1C2=C(N=C(N1)SCC(=O)NC=1SC=NN1)N(N=C2)C2=CC=CC=C2 2-((4-Oxo-1-phenyl-4,5-dihydro-1H-pyrazolo[3,4-d]pyrimidin-6-yl)thio)-N-(1,3,4-thiadiazol-2-yl)acetamid